BrC=1C=C(C=C(C1OC)F)C1(CCOCC1)O 4-(3-bromo-5-fluoro-4-methoxyphenyl)tetrahydro-2H-pyran-4-ol